penta(methoxymethyl)methylolmelamine COCN(C1=NC(=NC(=N1)N(CO)COC)N(COC)COC)COC